fluoro-4-(((trans-2-(2,3-dihydrobenzofuran-5-yl)cyclopropyl)amino)methyl)piperidine-1-carboxylic acid benzyl ester C(C1=CC=CC=C1)OC(=O)N1C(CC(CC1)CN[C@H]1[C@@H](C1)C=1C=CC2=C(CCO2)C1)F